1,26-Hexacosanediol diferulate C(\C=C\C1=CC(OC)=C(O)C=C1)(=O)OCCCCCCCCCCCCCCCCCCCCCCCCCCOC(\C=C\C1=CC(OC)=C(O)C=C1)=O